C(C)(C)(C)OC(=O)N1C[C@](CCC1)(C)[C@H](C=1OC(=C(C1)C)C1=C(C=C(C=C1)C(F)(F)F)OC)O (R)-3-((R)-hydroxy(5-(2-methoxy-4-(trifluoromethyl)phenyl)-4-methylfuran-2-yl)methyl)-3-methylpiperidine-1-carboxylic acid tert-butyl ester